4-bromo-N,N,2-trimethylbenzenesulphonimidoamide BrC1=CC(=C(C=C1)S(=O)(N(C)C)=N)C